N1=C(SC2=C1C=NC=N2)N thiazolopyrimidylamine